2,6-difluoro-N-(2-methoxy-5-(4-(piperazin-1-yl)quinazolin-6-yl)pyridin-3-yl)-N-methylbenzenesulfonamide trifluoroacetate FC(C(=O)O)(F)F.FC1=C(C(=CC=C1)F)S(=O)(=O)N(C)C=1C(=NC=C(C1)C=1C=C2C(=NC=NC2=CC1)N1CCNCC1)OC